5-amino-7-methoxy-[1,2,4]triazolo[1,5-c]quinazolin NC1=NC=2C(=CC=CC2C=2N1N=CN2)OC